CC1CCN(CC1)C=1N=C2C(=NC1)N=C(S2)N 6-(4-methylpiperidin-1-yl)-[1,3]thiazolo[4,5-b]pyrazin-2-amine